4-m-aminophenyltriazole NC=1C=C(C=CC1)C=1N=NNC1